[C@H]12CC(C[C@H](CC1)N2)OC2=CC=C(N=N2)C2=C(C=C(C=C2)C=2N=NNC2)O 2-(6-(((1R,3s,5S)-8-azabicyclo[3.2.1]octan-3-yl)oxy)pyridazin-3-yl)-5-(1H-1,2,3-triazol-4-yl)phenol